N1=CC(=CC=C1)C1=CC=CC=2NC=NC21 4-(pyridine-3-yl)-1H-benzo[d]imidazole